Diisopentyl 9,9'-((5-(2-(4-(2-((4-(bis(7-butoxy-2-hydroxy-7-oxoheptyl)amino)butyl)-disulfaneyl)ethyl)piperazin-1-yl)ethoxy)-5-oxopentyl)azanediyl)bis(8-hydroxynonanoate) C(CCC)OC(CCCCC(CN(CCCCSSCCN1CCN(CC1)CCOC(CCCCN(CC(CCCCCCC(=O)OCCC(C)C)O)CC(CCCCCCC(=O)OCCC(C)C)O)=O)CC(CCCCC(OCCCC)=O)O)O)=O